C1(CCCCC1)N1C(C=C(C2=C1N=C(N=C2)SC)C#C[Si](C(C)C)(C(C)C)C(C)C)=O 8-cyclohexyl-2-(methylthio)-5-((triisopropylsilyl)ethynyl)pyrido[2,3-d]pyrimidin-7(8H)-one